C(C)(=O)ON(CCN(OC(C)=O)OC(C)=O)OC(C)=O.[Zn].[Na].[Na] Disodium zinc ethylenediamine tetraacetate